sec-butyl (methyl)acrylate CC(C(=O)OC(C)CC)=C